pyrido[2,3-b]1,4-oxazin-3(4H)-one N=1C2=C(OC(C1)=O)N=CC=C2